7-Bromo-3-tritylbenzo[d]oxazol-2(3H)-one BrC1=CC=CC=2N(C(OC21)=O)C(C2=CC=CC=C2)(C2=CC=CC=C2)C2=CC=CC=C2